(1-methylethylidene)-β-D-fructopyranose sulfamate S(N)(O)(=O)=O.CC(C)=C(O)[C@]1(O)[C@@H](O)[C@H](O)[C@H](O)CO1